(E)-2-{[(1-hydroxy-2-methylpropane-2-yl)imino]methyl}phenol OCC(C)(C)\N=C\C1=C(C=CC=C1)O